(1-(4-methoxybenzyl)-3-methyl-1H-indazol-5-yl)ethan-1-one COC1=CC=C(CN2N=C(C3=CC(=CC=C23)C(C)=O)C)C=C1